(S)-morpholine-2-carboxylate N1C[C@H](OCC1)C(=O)[O-]